N-(5-cyclopropyl-1H-pyrazole-3-yl)-2-(5-((4-fluorophenyl)sulfonyl)-2,5-diazabicyclo[2.2.1]heptan-2-yl)quinazolin-4-amine C1(CC1)C1=CC(=NN1)NC1=NC(=NC2=CC=CC=C12)N1C2CN(C(C1)C2)S(=O)(=O)C2=CC=C(C=C2)F